F[C@@]1(CN(C[C@H]([C@H]1O)F)C1=NC=CC(=N1)NC=1N=CC2=C(C=CC(=C2C1)C(C)C)N1[C@@H]([C@H](C1)CS(=O)(=O)C)C)C (3R,4R,5R)-3,5-difluoro-1-[4-({8-[(2R,3S)-3-(methanesulfonylmeth-yl)-2-methylazetidin-1-yl]-5-(propan-2-yl)isoquinolin-3-yl}amino)pyrimidin-2-yl]-3-methylpiperidin-4-ol